N[C@H](C(NCCOCCOCCOCCOCCC(=O)OCC1=CC=CC=C1)=O)CCCCN=[N+]=[N-] benzyl (S)-18-amino-22-azido-17-oxo-4,7,10,13-tetraoxa-16-azadocosanoate